(3aR,5s,6aS)-N-(6-(2-fluoro-5-(trifluoromethyl)phenyl)-4-(trifluoromethyl)pyridazin-3-yl)-2-((tetrahydro-2H-pyran-4-yl)methyl)octahydro-cyclopenta[c]pyrrol-5-amine FC1=C(C=C(C=C1)C(F)(F)F)C1=CC(=C(N=N1)NC1C[C@@H]2[C@@H](CN(C2)CC2CCOCC2)C1)C(F)(F)F